FC(C1=NN(C(=C1C(=O)N[C@@H](C)C1=CC=C(C(=O)OC)C=C1)OC1=CC=C(C=C1)CC)C)F methyl (S)-4-(1-(3-(difluoromethyl)-5-(4-ethylphenoxy)-1-methyl-1H-pyrazole-4-carboxamido)ethyl)benzoate